COC(C(NC1=CC=C(C=C1)OC)C=1SC=CC1)=O (2-thienyl)-(4-methoxyanilino)acetic acid methyl ester